[Si](C1=CC=CC=C1)(C1=CC=CC=C1)(C(C)(C)C)OCCN(CC(=O)OC(C)(C)C)C(=O)C1(CCC(CC1)(F)F)C1=CC=C(C=C1)OC tert-Butyl N-(2-{[tert-butyl(diphenyl)silyl]oxy}ethyl)-N-{[4,4-difluoro-1-(4-methoxyphenyl)cyclohexyl]carbonyl}glycinate